ClC=1C=C(C=CC1S(N)(=O)=O)CC=1C(=NN(C1CC1CC1)C=1SC=C(N1)C(=O)O)C1=CC=C(C=C1)F 2-[4-[(3-chloro-4-sulfamoylphenyl)methyl]-5-(cyclopropylmethyl)-3-(4-fluorophenyl)pyrazol-1-yl]-1,3-thiazole-4-carboxylic acid